NCCC=1C=C(C(=O)N2CCC3=NC(=CC=C32)S(=O)(=O)Cl)C=CC1 1-(3-(2-aminoethyl)benzoyl)-2,3-dihydro-1H-pyrrolo[3,2-b]pyridine-5-sulfonyl chloride